(R)-1-(7-chloro-8-Fluoro-5-methoxy-2-(methylthio)pyrido[4,3-d]pyrimidin-4-yl)piperidin-3-ol ClC1=C(C=2N=C(N=C(C2C(=N1)OC)N1C[C@@H](CCC1)O)SC)F